2-fluoro-3-methoxynaphthalen-1-ol FC1=C(C2=CC=CC=C2C=C1OC)O